C12CC(CC2C1)OC1=C(C=C(C=C1F)NC(=O)C=1N=C(OC1CCF)N1CC2(CC2)CC1)F N-(4-(cis-bicyclo[3.1.0]hex-3-yloxy)-3,5-difluorophenyl)-5-(2-fluoroethyl)-2-(5-azaspiro[2.4]heptane-5-yl)oxazole-4-carboxamide